COC1=C2C(=NC=C1O)N(N=C2)C2OCCCC2 4-methoxy-1-(oxan-2-yl)pyrazolo[3,4-b]pyridin-5-ol